FC1(C2CN(CC12)C1=CC(=C(C=C1)CN1N=CC(=C1)C(=O)OCC)C)F ethyl 1-[(4-{6,6-difluoro-3-azabicyclo[3.1.0]hex-3-yl}-2-methylphenyl) methyl]-1H-pyrazole-4-carboxylate